C(C)(C)C=1C(=CN(C1)[Si](C(C)C)(C(C)C)C(C)C)B(O)O 4-ISOPROPYL-1-(TRIISOPROPYLSILYL)-PYRROL-3-YLBORONIC ACID